(S)-1-(1-(3-bromo-5-fluorophenyl)-2-hydroxyethyl)-4-(3-(6-methoxypyridin-3-yl)-1H-pyrazolo[4,3-b]pyridin-5-yl)pyridin-2(1H)-one BrC=1C=C(C=C(C1)F)[C@@H](CO)N1C(C=C(C=C1)C1=CC=C2C(=N1)C(=NN2)C=2C=NC(=CC2)OC)=O